CC1=C(C=C(C=C1)C)CC(=O)NC1CCC2(OC(C(O2)C)C)CC1 8-{[(2,5-Dimethylphenyl)acetyl]amino}-2,3-dimethyl-1,4-dioxaspiro[4.5]-decan